aza-8,9-methylenedioxyindenoisoquinoline N1OC=2C(=CC=3CC=4C(=CC=C5C=CN=CC45)C3C2)O1